FC1=C(C(=O)N2CCN(CC2)C2=NC=C(C#N)C=C2)C=C(C=C1)CC1=NNC(C2=CC=C(C=C12)OC=1C=C(C=CC1)C)=O 6-(4-(2-Fluoro-5-((4-oxo-7-(m-tolyloxy)-3,4-dihydrophthalazin-1-yl)methyl)benzoyl)piperazin-1-yl)nicotinonitrile